Methyl (triphenylphosphoranylidene) acetate COC(=O)C=P(C1=CC=CC=C1)(C2=CC=CC=C2)C3=CC=CC=C3